N[C@H](C(=O)N1[C@H]2C[C@H]2C[C@H]1C#N)C12CC3(CC(CC(C1)C3)C2)OCCN2CCC(CC2)C(=O)N 1-(2-((3-((S)-1-amino-2-((1S,3S,5S)-3-cyano-2-azabicyclo[3.1.0]hexane-2-yl)-2-oxoethyl)adamantan-1-yl)oxy)ethyl)piperidine-4-carboxamide